2-bromo-9-(2,5-dimethylphenyl)-9H-fluorene BrC1=CC=2C(C3=CC=CC=C3C2C=C1)C1=C(C=CC(=C1)C)C